1,4-bis(bromomethyl)benzene BrCC1=CC=C(C=C1)CBr